BrC=1C=CC=2C=3C=CC(=CC3C3=C(N=C(O3)C3=CC=CC=C3)C2C1)Br 5,10-dibromo-2-phenylphenanthro[9,10-d]oxazole